FC=1C=C2C=CC=C(C2=CC1)C1(CC1)NC(C1=C(C=CC(=C1)OCCNC)C)=O N-(1-(6-Fluoronaphthalen-1-yl)cyclopropyl)-2-methyl-5-(2-(methylamino)ethoxy)benzamide